N=C1SCCC1 iminothiolan